furfurylamino-tetrahydropyranyladenine C(C1=CC=CO1)NC1=NC2=NC(=NC(=C2N1)N)C1OCCCC1